5-(N-(2-(4-(3-Bromothiophene-2-carbonyl)piperazin-1-yl)phenyl)-N-(4-(trifluoromethyl)phenethyl)sulfamoyl)-3-methylbenzothiophene-2-carboxylate BrC1=C(SC=C1)C(=O)N1CCN(CC1)C1=C(C=CC=C1)N(S(=O)(=O)C=1C=CC2=C(C(=C(S2)C(=O)[O-])C)C1)CCC1=CC=C(C=C1)C(F)(F)F